N-(tert-butyl)-1-((1R,3r,5S)-8-(3-(trifluoromethyl)-1,2,4-oxadiazol-5-yl)-8-azabicyclo[3.2.1]octan-3-yl)piperidine-4-carboxamide MonoHydrochloride MonoHydrate O.Cl.C(C)(C)(C)NC(=O)C1CCN(CC1)C1C[C@H]2CC[C@@H](C1)N2C2=NC(=NO2)C(F)(F)F